N-[1-[4-cyano-2-(5-cyano-2-pyridyl)-5-(methylamino)pyrazol-3-yl]ethyl]-N-methyl-3,5-bis(trifluoromethyl)benzamide C(#N)C1=C(N(N=C1NC)C1=NC=C(C=C1)C#N)C(C)N(C(C1=CC(=CC(=C1)C(F)(F)F)C(F)(F)F)=O)C